FC1=NC=CC=C1C1=CC=C(CNC2=NC=NC3=C2SC=2N=NC(=C(C23)C)C)C=C1 N-(4-(2-fluoropyridin-3-yl)benzyl)-3,4-dimethylpyrimido[4',5':4,5]thieno[2,3-c]pyridazin-8-amine